C1=CC=CC=2SC3=CC=CC=C3N(C12)CCCS(=O)(=O)[O-].[Na+] sodium 3-(10H-phenothiazin-10-yl)-propane-1-sulfonate